1-cyclobutyl-7-(4-(difluoromethoxy)phenyl)-5-(2-methyl-2H-indazol-5-yl)-2,7-dihydro-6H-pyrazolo[3,4-b]pyridin-6-one C1(CCC1)N1NCC2=C1N(C(C(=C2)C2=CC1=CN(N=C1C=C2)C)=O)C2=CC=C(C=C2)OC(F)F